C(C)(C)(C)OC(=O)N1C[C@@H](OCC1)CC1=C(N=C2N1C=CC(=C2)C)C2=C(C=C(C=C2F)C=2NC=C(N2)C(F)(F)F)F (S)-2-((2-(2,6-difluoro-4-(4-trifluoromethyl-1H-imidazol-2-yl)phenyl)-7-methylimidazo[1,2-a]pyridin-3-yl)methyl)morpholine-4-carboxylic acid tert-butyl ester